FC(C(O)C1=C(C=2N(C=N1)N=CC2I)OC)(F)F 2,2,2-Trifluoro-1-(3-iodo-4-methoxypyrazolo[1,5-c]pyrimidin-5-yl)ethan-1-ol